C(C=C)N(C([C@@H](CC=C)NC1=CC(=CC(=C1)F)Cl)=O)[C@H]1CC(CCC1)C(=O)OC(C)(C)C (3R)-tert-Butyl 3-((R)-N-allyl-2-(3-chloro-5-fluorophenylamino)pent-4-enamido)cyclohexanecarboxylate